ClC=1C=C(C=CC1C(=O)N1CCCC1)NC1CN(C1)C1CCN(CC1)C(=O)OC(C)(C)C tert-butyl 4-(3-(3-chloro-4-(pyrrolidinecarbonyl)phenylamino)azetidin-1-yl)piperidine-1-carboxylate